ClC1=C(C=C(C=C1)F)N(C(OC(C)(C)C)=O)C1=NC=C(C=C1[N+](=O)[O-])C(NC)=O tert-butyl N-(2-chloro-5-fluorophenyl)-N-[5-(methylcarbamoyl)-3-nitropyridin-2-yl]carbamate